Tert-butyl (3R,4R)-4-(((7-((tert-butoxycarbonyl) ((S)-1-(4-methylthiazol-2-yl) ethyl) amino)-3-isopropylpyrazolo[1,5-a]pyrimidin-5-yl) amino) methyl)-3-hydroxypiperidine-1-carboxylate C(C)(C)(C)OC(=O)N(C1=CC(=NC=2N1N=CC2C(C)C)NC[C@@H]2[C@H](CN(CC2)C(=O)OC(C)(C)C)O)[C@@H](C)C=2SC=C(N2)C